1-[6-(4-hydroxybutyl)-1-methyl-indazol-3-yl]hexahydropyrimidine-2,4-dione OCCCCC1=CC=C2C(=NN(C2=C1)C)N1C(NC(CC1)=O)=O